(3-Bromo-5-methoxyphenyl)methylamine BrC=1C=C(C=C(C1)OC)CN